N-[2-(trifluoromethyl)phenyl]prop-2-enamide FC(C1=C(C=CC=C1)NC(C=C)=O)(F)F